BrC=1C(=NN(C1)C1=CC=CC=C1)C(F)F 6-[4-bromo-3-(difluoromethyl)pyrazol-1-yl]benzene